Anti-2-hydroxybiphenyl OC1=C(C=CC=C1)C1=CC=CC=C1